OCCCN1C=CC2=C1N=CN=C2OC2=CC=C(C=C2)NC(CC2=CC=C(C=C2)C(F)(F)F)=O N-(4-((7-(3-hydroxypropyl)-7H-pyrrolo[2,3-D]pyrimidin-4-yl)oxy)phenyl)-2-(4-(Trifluoromethyl)phenyl)acetamide